5-octyl-2-bornene C(CCCCCCC)C1C2C=CC(C1)(C2(C)C)C